C(C=C)(=O)OC(C)C1=CC(=C(OCCCC(=O)O)C=C1[N+](=O)[O-])OC 4-(4-(1-(acryloyloxy)ethyl)-2-methoxy-5-nitrophenoxy)butyric acid